4,5-dimethyl-4-azaadamantane CN1C2CC3CC(CC1(C3)C)C2